C(C=C)(=O)NC1=CC(=C(C=C1)C1=C(C=2C(=NC=C(C2N1C)C#N)N)C1=CC(=C(C(=O)NCC(F)(F)F)C=C1)OC)F 4-(2-(4-acrylamido-2-fluorophenyl)-4-amino-7-cyano-1-methyl-1H-pyrrolo[3,2-c]pyridin-3-yl)-2-methoxy-N-(2,2,2-trifluoroethyl)benzamide